ClC=1C(=CC=C2C=NNC12)\C=C(\C(=O)NC=1C(=NC(=CC1C)OC)C)/F (Z)-3-(7-chloro-1H-indazol-6-yl)-2-fluoro-N-(6-methoxy-2,4-dimethylpyridin-3-yl)acrylamide